N-(2,2-difluoroethyl)-5-fluoro-2-[3-methyl-6-(piperazin-1-yl)imidazo[1,5-a]pyridin-8-yl]-N-(isopropyl)benzamide FC(CN(C(C1=C(C=CC(=C1)F)C=1C=2N(C=C(C1)N1CCNCC1)C(=NC2)C)=O)C(C)C)F